4-(((2-((4-((2R,6S)-2,6-dimethylmorpholino)phenyl)amino)-5-fluoropyrimidin-4-yl)oxy)methyl)tetrahydro-2H-thiopyran 1,1-dioxide C[C@H]1O[C@H](CN(C1)C1=CC=C(C=C1)NC1=NC=C(C(=N1)OCC1CCS(CC1)(=O)=O)F)C